3-(1-oxo-5-(((1R,2R)-2-(3-(pyrazin-2-yl)azetidin-1-yl)-cyclohexyl)oxy)isoindolin-2-yl)piperidine-2,6-dione O=C1N(CC2=CC(=CC=C12)O[C@H]1[C@@H](CCCC1)N1CC(C1)C1=NC=CN=C1)C1C(NC(CC1)=O)=O